C1OCC2C1CN(C2)C2=C(C(=O)O)C=C(C(=C2)C2=CC=CC=1CN(COC12)C(C1=C(C=C(C=C1Cl)C=1C=NN(C1)C)Cl)=O)F 2-(1,3,3a,4,6,6a-Hexahydrofuro[3,4-c]pyrrol-5-yl)-4-[3-[2,6-dichloro-4-(1-methylpyrazol-4-yl)benzoyl]-2,4-dihydro-1,3-benzoxazin-8-yl]-5-fluorobenzoic acid